(Z)-N'-methyl-4-(1,4,4,4-tetrafluoro-3-(3,4,5-trichlorophenyl)but-1-en-1-yl)-2-(trifluoromethyl)benzoyl-hydrazine hydrochloride Cl.CNNC(C1=C(C=C(C=C1)/C(=C/C(C(F)(F)F)C1=CC(=C(C(=C1)Cl)Cl)Cl)/F)C(F)(F)F)=O